N1C(CNCC1)C1=NC=CC(=N1)NS(=O)(=O)C1CC1 N-[2-(piperazin-2-yl)pyrimidin-4-yl]Cyclopropanesulfonamide